(Z)-2-amino-2-(((1-methylcyclopropane-1-carbonyl)oxy)imino)acetic acid ethyl ester C(C)OC(/C(=N/OC(=O)C1(CC1)C)/N)=O